2-(3-methyl-8-{[(3R)-1-methylpiperidine-3-yl]amino}pyrido[2,3-d]pyridazin-5-yl)-5-(trifluoromethyl)phenol CC1=CC=2C(=C(N=NC2C2=C(C=C(C=C2)C(F)(F)F)O)N[C@H]2CN(CCC2)C)N=C1